(2R,4R)-1-((4-bromo-3-chlorophenyl)sulfonyl)-4-fluoropyrrolidine-2-carboxamide BrC1=C(C=C(C=C1)S(=O)(=O)N1[C@H](C[C@H](C1)F)C(=O)N)Cl